3-(6-octylthieno[3,2-b]thiophen-2-yl)-4H-thieno[3,4-c]pyrrole-4,6(5H)-dione C(CCCCCCC)C1=CSC2=C1SC(=C2)C=2SC=C1C(NC(C12)=O)=O